C(C)OCC=1NC2=C(C=NC=3C=CC=CC23)N1 2-ethoxymethyl-1H-imidazo[4,5-c]quinoline